6-(4-(4-fluorophenyl)-1-(2-hydroxycyclohexyl)-1H-imidazol-5-yl)imidazo[1,2-b]pyridazine-3-carbonitrile FC1=CC=C(C=C1)C=1N=CN(C1C=1C=CC=2N(N1)C(=CN2)C#N)C2C(CCCC2)O